[OH-].C(C(CCCC)=O)[N+](C)(C)C hexanonyl-trimethyl-ammonium hydroxide